ClC1=C(C(=O)OOC(C2=C(C=C(C=C2)Cl)Cl)=O)C=CC(=C1)Cl Di(2,4-dichlorobenzoyl)peroxide